FC(OC1=C(C=CC=C1F)NC(=O)[C@H]1C(N(C[C@@H]1C1=CC(NN1C)C(F)(F)F)C)=O)F (3S,4R)-N-[2-(difluoromethoxy)-3-fluoro-phenyl]-1-methyl-4-[1-methyl-3-(trifluoromethyl)-3H-pyrazol-5-yl]-2-oxo-pyrrolidine-3-carboxamide